FC(C1=C(C=CC=C1)C1CCN(CC1)C(=O)C1=NNC=2CN(CCC21)C(=O)OC(C)(C)C)(F)F tert-butyl 3-(4-(2-(trifluoromethyl)phenyl)piperidine-1-carbonyl)-4,5-dihydro-1H-pyrazolo[3,4-c]pyridine-6(7H)-carboxylate